SCCC(=O)OCC(COC(CCS)=O)(COC(CCS)=O)COC(CCS)=O pentaerythritol tetrakis(3-mercapto-propionate)